(2Z)-3-amino-1-(4-cyanophenyl)-3-phenylpropan-2-en-1-one N\C(=C/C(=O)C1=CC=C(C=C1)C#N)\C1=CC=CC=C1